acryloxyhexadecyldifluoromethylsilane C(C=C)(=O)OCCCCCCCCCCCCCCCC[SiH2]C(F)F